tert-butyl (4-(3-phenylpyrrolidin-1-yl)thiazol-2-yl)carbamate C1(=CC=CC=C1)C1CN(CC1)C=1N=C(SC1)NC(OC(C)(C)C)=O